1-(bicyclo[1.1.1]pentan-1-yl)-4-((3-(pyridin-2-yl)isoxazol-5-yl)methyl)-1,4-dihydropyrazine-2,3-dione C12(CC(C1)C2)N2C(C(N(C=C2)CC2=CC(=NO2)C2=NC=CC=C2)=O)=O